(3R)-3-amino-5-[(4-chlorophenyl)methyl]-7-[5-[2-(4,4-difluoro-1-piperidyl)-1,1-dimethyl-ethyl]-1,3,4-oxadiazol-2-yl]-8-fluoro-1,1-dioxo-2,3-dihydro-1lambda6,5-benzothiazepin-4-one N[C@H]1CS(C2=C(N(C1=O)CC1=CC=C(C=C1)Cl)C=C(C(=C2)F)C=2OC(=NN2)C(CN2CCC(CC2)(F)F)(C)C)(=O)=O